COC1=NC=CC(=C1N)OC 2,4-dimethoxypyridin-3-amine